(E)-(3-oxo-6-(3,3,3-trifluoroprop-1-en-1-yl)-1,3-dihydroisobenzofuran-1-yl)phosphonate O=C1OC(C2=CC(=CC=C12)\C=C\C(F)(F)F)P([O-])([O-])=O